FC1=CC=C(C=C1)[C@@H]1N(CCC2=CC=CC=C12)C(=O)[C@@H]1CCNCCO1 ((S)-1-(4-fluorophenyl)-3,4-dihydroisoquinolin-2(1H)-yl)((S)-1,4-oxaazepan-7-yl)methanone